N-(4-(4-amino-1-cyclopentyl-7-oxo-6,7-dihydro-1H-pyrrolo[2,3-d]pyridazin-3-yl)benzyl)-5-fluoro-2-methoxynicotinamide NC=1C2=C(C(NN1)=O)N(C=C2C2=CC=C(CNC(C1=C(N=CC(=C1)F)OC)=O)C=C2)C2CCCC2